C(C)(C)OC1=CC=C(C=N1)C1=NC2=CC(=NC=C2C=C1)CNC(C1=CN=C(C(=C1)S(=O)(=O)C)C)=O N-((2-(6-isopropoxypyridin-3-yl)-1,6-naphthyridin-7-yl)methyl)-6-methyl-5-(methylsulfonyl)nicotinamide